N-Cyclopropyl-2-(4,4-difluorocyclohexyloxy)-4-methyl-1H-imidazole-1-carboxamide C1(CC1)NC(=O)N1C(=NC(=C1)C)OC1CCC(CC1)(F)F